ClC=1C(=C2C=NC(=NN2C1C1C(C1)(F)F)N[C@H]1[C@@H](COCC1)O)F (3S,4R)-4-((6-chloro-7-(2,2-difluorocyclopropyl)-5-fluoropyrrolo[2,1-f][1,2,4]triazin-2-yl)amino)tetrahydro-2H-pyran-3-ol